O[C@@]1(C(N(CC1)C)=O)C1=CC(=NO1)C1=NC(=CC=C1)C1=NC(=NC=C1)N[C@@H]([C@@H](C)O)C1=CC=CC=C1 (R)-3-Hydroxy-3-(3-(6-(2-(((1R,2R)-2-hydroxy-1-phenylpropyl)amino)pyrimidin-4-yl)pyridin-2-yl)isoxazol-5-yl)-1-methylpyrrolidin-2-one